3-chloro-4-((2-(6-(4-methylpiperazin-1-carbonyl)naphth-2-yl)ethyl)amino)quinolin-6-carbonitrile ClC=1C=NC2=CC=C(C=C2C1NCCC1=CC2=CC=C(C=C2C=C1)C(=O)N1CCN(CC1)C)C#N